2,5,8,11,14-pentaoxa-1-aza-heptadecane-17-amide NOCCOCCOCCOCCOCCC(=O)N